fluoroether compound with epichlorohydrin C(Cl)C1CO1.FOF